[(2R,3S,4R,5R)-5-(5-amino-4-carbamoylimidazol-1-yl)-3,4-dihydroxyoxolan-2-yl]methyl dihydrogen phosphate P(=O)(OC[C@H]1O[C@H]([C@@H]([C@@H]1O)O)N1C=NC(=C1N)C(N)=O)(O)O